FC1(CC2(C1)CC(NCC2)C2=C(C=C(C(=O)OC)C=C2)[N+](=O)[O-])F Methyl 4-(2,2-difluoro-7-azaspiro[3.5]nonan-6-yl)-3-nitrobenzoate